COC1=CC=C(C=C1)C1=C(NC=2N(C1=O)N=C(C2C2=CC=CC=C2)C2=CC=CC=C2)NC2=CC=CC(=N2)C(=O)N 6-((6-(4-methoxyphenyl)-7-oxo-2,3-diphenyl-4,7-dihydropyrazolo[1,5-a]pyrimidin-5-yl)amino)picolinamide